2-(2-nitrophenyl)ethanol tert-butyl-(5-amino-6-chloro-2,3-dihydro-1H-inden-2-yl)carbamate C(C)(C)(C)N(C(=O)OCCC1=C(C=CC=C1)[N+](=O)[O-])C1CC2=CC(=C(C=C2C1)N)Cl